monochloroethyl-aluminum ClCC[Al]